4-(2,5,6-trichloro-pyrimidin-4-yl)-piperazine-1-carboxylic acid tert-butyl ester C(C)(C)(C)OC(=O)N1CCN(CC1)C1=NC(=NC(=C1Cl)Cl)Cl